COC1=C(C=C(C=C1)C1=NC(=CC=C1)C1=CC(=C(C(=C1)OC)OC)OC)O 2-methoxy-5-(6-(3,4,5-trimethoxyphenyl)-2-pyridyl)phenol